C(C)(C)(C)OC(=O)C(CN=C(NCCC(=O)N(CCCCCCCCC=CCCCCCCCC)CCCCCCCCC=CCCCCCCCC)NCC(C(=O)OC(C)(C)C)N)N 3-[N',N''-bis(2-tertbutyloxycarbonyl-amino-ethyl)guanidino]-N,N-dioctadec-9-enylpropionamide